[Pr].[Y].[La] lanthanum-yttrium-praseodymium